C1(CC1)N1C=C(C(C2=CC(=C(C=C12)N1C[C@H](CC1)CNC([C@@H](NC([C@@H](NC(OC(C)(C)C)=O)CC(C)C)=O)C)=O)F)=O)C(=O)O cyclopropyl-6-fluoro-7-((R)-3-((4S,7S)-7-isobutyl-4,11,11-trimethyl-3,6,9-trioxo-10-oxa-2,5,8-triazadodecyl)pyrrolidin-1-yl)-4-oxo-1,4-dihydroquinoline-3-carboxylic acid